((S)-2-aminopropionylamino)propionylamino isonicotinate C(C1=CC=NC=C1)(=O)ONC(CCNC([C@H](C)N)=O)=O